(R)-N-(5-(1-(9-(6-(bis(4-methoxybenzyl)amino)-4-methyl-3-(trifluoromethyl)pyridin-2-yl)-8-chloro-5,6-dihydro-4H-[1,4]oxazepino[5,6,7-de]quinazolin-4-yl)ethyl)pyridin-3-yl)acetamide COC1=CC=C(CN(C2=CC(=C(C(=N2)C=2C(=C3C=4C(=NC=NC4C2)N(CCO3)[C@H](C)C=3C=C(C=NC3)NC(C)=O)Cl)C(F)(F)F)C)CC3=CC=C(C=C3)OC)C=C1